Cl.C[C@H]1C[C@H]2[C@@H](NC1)C1=C(O2)C=C(C=C1)C(F)(F)F (3S,4aS,9bS)-3-methyl-7-(trifluoromethyl)-1,2,3,4,4a,9b-hexahydrobenzofuro[3,2-b]pyridine hydrochloride